ethanethiol sodium salt [Na].C(C)S